N-[1-[2-chloro-4-[[5-(2,3-difluoro-4-methoxy-phenyl)-1-methyl-imidazole-2-carbonyl]amino]benzoyl]pyrrolidin-3-yl]piperidine-4-carboxamide formate C(=O)O.ClC1=C(C(=O)N2CC(CC2)NC(=O)C2CCNCC2)C=CC(=C1)NC(=O)C=1N(C(=CN1)C1=C(C(=C(C=C1)OC)F)F)C